C(C)(=O)O[C@H]1C[C@H]2C[C@@H]([C@H]3[C@@H]4CC[C@H]([C@@H](CCC(=O)OC)C)[C@]4(CC[C@@H]3[C@]2(CC1)C)C)O Methyl 3α-acetoxy-7β-hydroxy-5β-cholanoate